5-Methyl-N4-(1-(1,1-dimethylethylsulfonyl)-1,2,3,4-tetrahydroquinolin-7-yl)-N2-[4-(4-methylpiperazin-1-yl)phenyl]pyrimidine-2,4-diamine CC=1C(=NC(=NC1)NC1=CC=C(C=C1)N1CCN(CC1)C)NC1=CC=C2CCCN(C2=C1)S(=O)(=O)C(C)(C)C